(3-fluoro-5-methyl-4-(3-(6-morpholinylpyridin-2-yl)-1H-pyrazolo[3,4-c]pyridin-5-yl)phenyl)-N-methylmethanamine FC=1C=C(C=C(C1C=1C=C2C(=CN1)NN=C2C2=NC(=CC=C2)N2CCOCC2)C)CNC